5-acetyl-2-((2-aminoethoxy)methyl)-4-(benzo[b]thiophen-3-yl)-6-methyl-1,4-dihydropyridine-3-carboxylic acid methyl ester COC(=O)C1=C(NC(=C(C1C=1C2=C(SC1)C=CC=C2)C(C)=O)C)COCCN